OCCN1N=CC(=C1)CN(CCC(=O)OCCCCCCCCCCCC)CCC(=O)OCCCCCCCCCCCC didodecyl 3,3'-(((1-(2-hydroxyethyl)-1H-pyrazol-4-yl)methyl)azanediyl)dipropionate